ClC=1C=C(OC=2C=CC(=C(N)C2)F)C=CC1[N+](=O)[O-] 5-(3-chloro-4-nitrophenoxy)-2-fluoroaniline